COC1=CC2=CC3=CC=CC=C3N=C2C=C1OCCCN1CCCC1 2-methoxy-3-[3-(pyrrolidin-1-yl)propoxy]acridin